FC1=CC=C(S1)CC[C@@]1(CN(CC1)C(C)(C)C=1C=CC(NC1)(C(C(CC(=O)O)(O)C(=O)O)C(=O)O)C)[C@H]1OCCC2=CC=CC=C12.BrC1=NC=C(C=C1)SC(F)(F)F |o1:8,36| 2-bromo-5-(trifluoromethylthio)pyridine 5-(2-((R or S)-3-(2-(5-fluoro-thiophen-2-yl)ethyl)-3-((S or R)-isochroman-1-yl)pyrrolidin-1-yl)propan-2-yl)-2-methylpyridinecitrate